tert-butyl (3-((3-(3,5-dimethylisoxazol-4-yl)-5-hydroxybenzyl)amino)bicyclo[1.1.1]pentan-1-yl)carbamate CC1=NOC(=C1C=1C=C(CNC23CC(C2)(C3)NC(OC(C)(C)C)=O)C=C(C1)O)C